Difluoroacrylamide FC(=CC(=O)N)F